(S)-4-(4-(6,6-difluoro-1,4-diazepan-1-yl)-2-((1-methyl-pyrrolidin-2-yl)methoxy)-5,8-dihydropyrido[3,4-d]-pyrimidin-7(6H)-yl)naphthalen-2-ol FC1(CNCCN(C1)C=1C2=C(N=C(N1)OC[C@H]1N(CCC1)C)CN(CC2)C2=CC(=CC1=CC=CC=C21)O)F